C(C)(C)(C)OC(=O)NCCNC1=C(C(=C(C(=O)OC)C=C1)OC)[N+](=O)[O-] methyl 4-((2-((tert-butoxycarbonyl) amino) ethyl) amino)-2-methoxy-3-nitrobenzoate